COC1CCNCC1 4-methoxy-piperidin